4'-hydroxy-2,4-dimethoxybenzophenone OC1=CC=C(C=C1)C(C1=C(C=C(C=C1)OC)OC)=O